ClC1=NC(=CC(=N1)C=1C=CC=2C=3C=4NC[C@H](NC(C4SC3C=CC2N1)=O)C)N1CCN(CC1)C (15R)-5-[2-chloro-6-(4-methylpiperazin-1-yl)pyrimidin-4-yl]-15-methyl-11-thia-6,14,17-triazatetracyclo[8.8.0.0^2,7.0^12,18]octadeca-1(10),2(7),3,5,8,12(18)-hexaen-13-one